2-((3,5-dichloro-4-(4-hydroxy-3-isopropylbenzyl)phenyl)thio)acetamide ClC=1C=C(C=C(C1CC1=CC(=C(C=C1)O)C(C)C)Cl)SCC(=O)N